CC1=C(C=CC(=C1)C1=NOC(=N1)C)C1=CC=C(C=C1)C(=O)N 2'-methyl-4'-(5-methyl-1,2,4-oxadiazol-3-yl)-(1,1'-biphenyl)-4-carboxamide